NCC=1C=C(C[C@H](N)C(=O)O)C=CC1 3-aminomethyl-phenylalanine